[Si](C)(C)(C(C)(C)C)OCC1=CC(=C(C=N1)C=1C=2N(C3=CC(=NC=C3C1)NC(OC(C)(C)C)=O)N=CN2)C tert-butyl N-[4-(6-{[(tert-butyldimethylsilyl)oxy]methyl}-4-methylpyridin-3-yl)-[1,2,4]triazolo[1,5-a]1,6-naphthyridin-8-yl]carbamate